4-{5-(ethylsulfonyl)-2-[(cis-4-methoxycyclohexyl)oxy]phenyl}-6-methyl-1,6-dihydro-7H-pyrrolo[2,3-c]pyridin-7-one C(C)S(=O)(=O)C=1C=CC(=C(C1)C=1C2=C(C(N(C1)C)=O)NC=C2)O[C@@H]2CC[C@@H](CC2)OC